N-(3-chloro-4-fluorophenyl)-3-(2-(((3S,4R)-4-hydroxytetrahydrofuran-3-yl)amino)-2-oxoacetyl)-2-methyl-5,6,7,8-tetrahydroindolizine-1-carboxamide ClC=1C=C(C=CC1F)NC(=O)C=1C(=C(N2CCCCC12)C(C(=O)N[C@H]1COC[C@@H]1O)=O)C